ethyl 2-[2-(5-bromo-2-pyridyl)-2-azaspiro[3.3]heptan-6-yl]acetate BrC=1C=CC(=NC1)N1CC2(C1)CC(C2)CC(=O)OCC